[C@H]12CNC[C@@H]2C1COC=1N=CC(=NC1C)C1=CNC2=C(C=CC=C12)C#N 3-[5-[(1R,5S,6R)-3-azabicyclo[3.1.0]hexan-6-ylmethoxy]-6-methylpyrazin-2-yl]-1H-indole-7-carbonitrile